O=C1C(=CC(=CN1)CC(C)OC(=O)N1CCN(CC1)C1=NC=C(C=N1)C)C(F)(F)F 1-(6-oxo-5-(trifluoromethyl)-1,6-dihydropyridin-3-yl)propan-2-yl-4-(5-methylpyrimidin-2-yl)piperazine-1-Carboxylate